C(C1=CC=CC=C1)O[C@@H]1[C@@]2(CO[C@]([C@@H]([C@H]1OCC1=CC=CC=C1)OCC1=CC=CC=C1)(O2)C2=CC(=C(C=C2)Cl)CC2=CC=C(C=C2)OCC)C=O (1S,2S,3S,4R,5S)-2,3,4-tribenzyloxy-5-[4-chloro-3-[(4-ethoxyphenyl)methyl]phenyl]-6,8-dioxabicyclo[3.2.1]octane-1-carbaldehyde